FC=1C=C(C=CC1OC1=CC=NC2=CC(=C(C=C12)OC)OCCCN1CCOCC1)NC(=O)C1=C(N(C2=CC=C(C=C2C1=O)OC(F)(F)F)C)C N-(3-Fluoro-4-((6-methoxy-7-(3-morpholinopropoxy)chinolin-4-yl)oxy)phenyl)-1,2-dimethyl-4-oxo-6-(trifluoromethoxy)-1,4-dihydrochinolin-3-carboxamid